(R)-N-(2-fluoro-6-methyl-4-(7-(4-(trifluoromethoxy)phenyl)-1,4-oxazepan-4-yl-7-d)phenyl)-3,3-dimethylbutanamide FC1=C(C(=CC(=C1)N1CCO[C@@](CC1)([2H])C1=CC=C(C=C1)OC(F)(F)F)C)NC(CC(C)(C)C)=O